Octane dibromide [Br-].[Br-].CCCCCCCC